1-benzyl-5-(butylcarbamoyl)-4-oxo-1,4-dihydropyridine-3-carboxylic acid C(C1=CC=CC=C1)N1C=C(C(C(=C1)C(NCCCC)=O)=O)C(=O)O